O1CCC(CC1)N1C(NC=2N=NC=3C=CC=CC3C21)=O (tetrahydro-2H-pyran-4-yl)-1H-imidazo[4,5-c]cinnolin-2(3H)-one